C1(=CC=CC=C1)P(C1=C2OC=3C(=CC=CC3C(C2=CC=C1)(C)C)P(C1=CC=CC=C1)C1=CC=CC=C1)C1=CC=CC=C1 (5-diphenylphosphino-9,9-dimethyl-xanthen-4-yl)-diphenyl-phosphane